propargyl-3'-deoxycytidine C(C#C)[C@@]1([C@H](O)C[C@@H](CO)O1)N1C(=O)N=C(N)C=C1